ClC1=NC=C(C(=O)NOCC)C(=C1)NC1=C(C=CC=C1)S(=O)(=O)C 6-chloro-N-ethoxy-4-((2-(methylsulfonyl)phenyl)amino)nicotinamide